Benzyl-(((tert-butyldimethylsilyl)oxy)methyl)-5-oxopiperidine-1-carboxylate C(C1=CC=CC=C1)C1(N(CC(CC1)=O)C(=O)[O-])CO[Si](C)(C)C(C)(C)C